benzyl 4-(1H-pyrazol-4-yl)cyclohex-3-enecarboxylate N1N=CC(=C1)C1=CCC(CC1)C(=O)OCC1=CC=CC=C1